5-(4-(4-chlorophenyl)-6-phenyl-1,3,5-triazin-2-yl)picolinonitrile ClC1=CC=C(C=C1)C1=NC(=NC(=N1)C1=CC=CC=C1)C=1C=CC(=NC1)C#N